C1C2C1CC=1C=CC(=CC21)NC2=NC(=CC=C2N)N2N=CC=C2 N2-{1H,1aH,6H,6aH-cyclopropa[a]inden-3-yl}-6-(pyrazol-1-yl)pyridine-2,3-diamine